methyl (Z)-2-[5-[4-(N-hydroxy-C-methyl-carbonimidoyl)triazol-2-yl]-2-methyl-phenoxy]-3-methoxy-prop-2-enoate ON=C(C)C1=NN(N=C1)C=1C=CC(=C(O\C(\C(=O)OC)=C/OC)C1)C